4-[[3-fluoro-2-methoxy-propyl]-[4-(5,6,7,8-tetrahydro-1,8-naphthyridin-2-yl)butyl]amino]-2-[(4-oxo-7,8-dihydro-6H-pyrrolo[1,2-a]pyrimidine-6-carbonyl)amino]butanoic acid FCC(CN(CCC(C(=O)O)NC(=O)C1CCC=2N1C(C=CN2)=O)CCCCC2=NC=1NCCCC1C=C2)OC